OCC1C(CNC1)C(=O)O 4-HYDROXYMETHYL-PYRROLIDINE-3-CARBOXYLIC ACID